bis(2,5-dihydroxy-3-sulfophenylmethyl)amine OC1=C(C=C(C=C1S(=O)(=O)O)O)CNCC1=C(C(=CC(=C1)O)S(=O)(=O)O)O